4-dimethylphosphoryl-2-methoxy-N-prop-2-ynyl-aniline CP(=O)(C)C1=CC(=C(NCC#C)C=C1)OC